(E)-1-(4-methoxyphenyl)butadiene triazolo[4,5-b]pyridin-3-yl-pyrazolo[1,5-a]pyridine-3-carboxylate N1=NN(C2=NC=CC=C21)C2=NN1C(C=CC=C1)=C2C(=O)O.COC2=CC=C(C=C2)\C=C\C=C